P(=O)(OOC(C(C)C)=O)(OC1=C(C=CC=C1)C)OC1=C(C=CC=C1)C isobutyryloxy bis(2-tolyl) phosphate